BrCC(=O)C1=C(N(C(=C1)CC1CC(C1)C#N)C1=CC=C(C#N)C=C1)C 4-(3-(2-bromoacetyl)-5-(((1r,3r)-3-cyanocyclobutyl)methyl)-2-methyl-1H-pyrrol-1-yl)benzonitrile